1-methylquinoxaline-2(1H)-one CN1C(C=NC2=CC=CC=C12)=O